4-[7-(8-ethynyl-7-fluoro-3-hydroxynaphthalen-1-yl)-8-fluoro-2-{[(2R,7aS)-2-fluorotetrahydro-1H-pyrrolizin-7a(5H)-yl]methoxy}pyrido[4,3-d]pyrimidin-4-yl]-1λ6-thiomorpholine-1,1-dione C(#C)C=1C(=CC=C2C=C(C=C(C12)C1=C(C=2N=C(N=C(C2C=N1)N1CCS(CC1)(=O)=O)OC[C@]12CCCN2C[C@@H](C1)F)F)O)F